C1(CCCCC1)C1=CC=C(C=C1)NC=1C2=C(N=C(N1)N1C[C@H](OCC1)C)N(=CC=C2)=O N-(4-cyclohexylphenyl)-2-[(2R)-2-methylmorpholin-4-yl]-8-oxo-8λ5-pyrido[2,3-d]pyrimidin-4-amine